ClC1=C(C=C(C=C1)F)C1N(C(C2=NC=CC(=C21)NCC2=C(C=C(C=C2)OC)OC)=O)CC2=CC=C(C=C2)OC 5-(2-chloro-5-fluorophenyl)-4-((2,4-dimethoxybenzyl)amino)-6-(4-methoxybenzyl)-5,6-dihydro-7H-pyrrolo[3,4-b]Pyridin-7-one